(3-aminobicyclo[1.1.1]pentan-1-yl)(4-(5-(trifluoromethyl)pyrimidin-2-yl)piperazine-1-yl)methanone hydrochloride Cl.NC12CC(C1)(C2)C(=O)N2CCN(CC2)C2=NC=C(C=N2)C(F)(F)F